C1(CC1)NC(=O)C=1C=C(C(N(C1)CC1COC2=C1C=CC=C2)=O)C(=O)NC N5-cyclopropyl-1-((2,3-dihydrobenzofuran-3-yl)methyl)-N3-methyl-2-oxo-1,2-dihydropyridine-3,5-dicarboxamide